tert-butyl 4-((4-(8-bromo-7-((2-methyl-1-((2-(trimethylsilyl)ethoxy)methyl)-1H-benzo[d]imidazol-6-yl)oxy)quinoxalin-2-yl)-1H-pyrazol-1-yl)methyl)piperidine-1-carboxylate BrC=1C(=CC=C2N=CC(=NC12)C=1C=NN(C1)CC1CCN(CC1)C(=O)OC(C)(C)C)OC=1C=CC2=C(N(C(=N2)C)COCC[Si](C)(C)C)C1